(9,9-dimethyl-9H-xanthene-4,5-diyl)bis(dicyclohexylphosphine) CC1(C2=CC=CC(=C2OC=2C(=CC=CC12)P(C1CCCCC1)C1CCCCC1)P(C1CCCCC1)C1CCCCC1)C